OC1=CC=C(C=C1)C1C(OC2=C1C=CC=C2)=O 3-(p-hydroxyphenyl)-3H-1-benzofuran-2-one